NC1=CC=2C(C(C3=CC=CC=C3C2C=C1)=O)=O 2-aminophenanthrene-9,10-dione